pyrazoloxyacetophenone N1N=C(C=C1)OCC(=O)C1=CC=CC=C1